BrC=1C=C2C=CN(C2=CC1)C1=NOC(=N1)C1=CC(=C(C=C1)OC1=CC=CC=C1)Cl 5-bromo-1-(5-(3-chloro-4-phenoxyphenyl)-1,2,4-oxadiazol-3-yl)-1H-indole